4-fluoro-1,3,3-trimethylspiro[2H-indole-2,3'-[3H]pyrido[4,3-f][1,4]benzoxazine] FC1=C2C(C3(OC4=C(N=C3)C3=C(C=C4)C=NC=C3)N(C2=CC=C1)C)(C)C